7-(hydroxymethyl)-6-nitro-1-[(1S)-1-phenylethyl]quinoxalin-2-one OCC1=C(C=C2N=CC(N(C2=C1)[C@@H](C)C1=CC=CC=C1)=O)[N+](=O)[O-]